ClC1=C(C=CC=C1)NO 2-chlorophenyl-hydroxylamine